ClC=1C(=NC(=NC1)NC1=C(C=C(C(=C1)C)N1CCC(CC1)N1CCN(CC1)C)OC)NC1=C(C=CC(=C1)Cl)C=1N=NNC1 5-chloro-N4-(5-chloro-2-(1H-1,2,3-triazol-4-yl)phenyl)-N2-(2-methoxy-5-methyl-4-(4-(4-methylpiperazin-1-yl)piperidin-1-yl)phenyl)pyrimidine-2,4-diamine